2-methylphenyl sulfoxide CC1=C(C=CC=C1)S(=O)C1=C(C=CC=C1)C